4-carbonyl-2,2,6,6-tetramethylpiperidine C(=O)=C1CC(NC(C1)(C)C)(C)C